4-(7-(8-Ethyl-7-fluoro-3-hydroxy-naphthalen-1-yl)-8-fluoro-2-(((2R,7aS)-2-fluorotetrahydro-1H-pyrrolizin-7a(5H)-yl)meth-oxy)pyrido[4,3-d]pyrimidin-4-yl)-1,4-oxazepane-6-carboxamide C(C)C=1C(=CC=C2C=C(C=C(C12)C1=C(C=2N=C(N=C(C2C=N1)N1CCOCC(C1)C(=O)N)OC[C@]12CCCN2C[C@@H](C1)F)F)O)F